FC=1C=C(NCC2=NC=C(C=C2)C(F)(F)F)C=CC1 3-fluoro-N-((5-(trifluoromethyl)-pyridin-2-yl)methyl)aniline